4-(2-(Phenylmethoxy)ethyl)-3-oxohept-6-enoic acid methyl ester COC(CC(C(CC=C)CCOCC1=CC=CC=C1)=O)=O